(Tris((trifluoromethyl)sulfonyl)methyl)lithium FC(S(=O)(=O)C(S(=O)(=O)C(F)(F)F)(S(=O)(=O)C(F)(F)F)[Li])(F)F